C(#N)C=1C=C(C=CC1)C=1N=C(SC1C1=CC(=NC(=C1)C)C)NC(=O)N1CCC2(CNC(O2)=O)CC1 N-[4-(3-Cyanophenyl)-5-(2,6-dimethyl-4-pyridyl)thiazol-2-yl]-2-oxo-1-oxa-3,8-diazaspiro[4.5]decan-8-carboxamid